ClC=1C=CC=2CC3=CC=CC=C3C2C1C1=C(C=CC=C1)N 3-chloro-4-(aminophenyl)fluorene